2-(tert-butyl)-N-hydroxy-4-(4-methoxybenzyl)-3-oxo-3,4-dihydro-2H-benzo[b][1,4]oxazine-6-carboxamide C(C)(C)(C)C1C(N(C2=C(O1)C=CC(=C2)C(=O)NO)CC2=CC=C(C=C2)OC)=O